FC(C(=O)N)(C1=NC=C(C=C1)OC)F difluoro-2-(5-methoxypyridin-2-yl)acetamide